5,11-dihydroindolo-[3,2-b]carbazol C1=C2C(=CC=C1)NC=1C2=CC=2NC3=CC=CC=C3C2C1